tin palladium [Pd].[Sn]